3-(difluoromethyl)bicyclo[1.1.1]pentan-1-ol FC(C12CC(C1)(C2)O)F